COC1=CC=CC2=C3N(N=C12)C1C(N2C3=CC(C(=C2)C(=O)O)=O)C(CC1)(C)C 12-methoxy-3,3-dimethyl-7-oxo-2,3,3a,14a-tetrahydro-1H,7H-cyclopenta[5,6]pyrido[2',1':3,4]pyrazino[1,2-b]indazole-6-carboxylic acid